4,4-dimethyl-5α-cholesta-8,14-dien-3β-ol CC1([C@@H]2CCC=3C4=CC[C@H]([C@@H](CCCC(C)C)C)[C@]4(CCC3[C@]2(CC[C@@H]1O)C)C)C